C(C)SC=1OC2=C(C=C(C=C2C(C1C)=O)C(F)(F)F)C(C)NC1=C(C(=O)O)C=CC=C1 2-[1-[2-ethylsulfanyl-3-methyl-4-oxo-6-(trifluoromethyl)chromen-8-yl]ethylamino]benzoic acid